C(CCCCC)NC1=C(C=CC2=CC=CC=C12)C(=O)O 1-(hexylamino)-2-naphthoic acid